ClC=1C(=C(CNC(CN(C(CN2C=C(C3=CC(=CC=C23)C=2C=NC(=C(C2)C)F)C(=O)N)=O)C(C)C)=O)C=CC1)F 1-(2-((2-((3-chloro-2-fluorobenzyl)amino)-2-oxoethyl)(isopropyl)amino)-2-oxoethyl)-5-(6-fluoro-5-methylpyridin-3-yl)-1H-indole-3-carboxamide